BrC=1C=C(C(=O)N[C@H](C)C=2C=NC(=NC2)C)C=C(C1)OC1=CC(=NC=C1)C 3-bromo-5-[(2-methylpyridin-4-yl)oxy]-N-[(1R)-1-(2-methylpyrimidin-5-yl)ethyl]Benzamide